4-(difluoromethoxy)-2-((4-fluoro-2-methylphenyl)amino)benzoic acid FC(OC1=CC(=C(C(=O)O)C=C1)NC1=C(C=C(C=C1)F)C)F